NCCOCCOCCOCCC(N[C@@H](C)C(C)(C)C)=O (S)-1-amino-14-(tert-butyl)-12-oxo-3,6,9-trioxa-13-azapentadecan